(2S)-1-(4-[2-(Difluoromethyl)pyridin-4-yl]-2-(pentafluoro-λ6-mercapto)phenoxy)-2,4-dimethylpentane-2-Amine FC(C1=NC=CC(=C1)C1=CC(=C(OC[C@](CC(C)C)(N)C)C=C1)S(F)(F)(F)(F)F)F